trifluoroacetic acid dibenzyl-beta-alanyl-L-glutamate C(C1=CC=CC=C1)N(CCC(=O)N[C@@H](CCC(=O)O)C(=O)O)CC1=CC=CC=C1.FC(C(=O)O)(F)F